6-methyl-7,8-dihydro-5H-1,6-naphthyridin CN1CC=2C=CC=NC2CC1